C1(CCCCCC1)S(=O)(=O)C=1C=C(C=CC1C)NC(CN1N=CC(=C(C1=O)Cl)Cl)=O N-(3-(cycloheptylsulfonyl)-4-methylphenyl)-2-(4,5-dichloro-6-oxopyridazin-1(6H)-yl)acetamide